13-bromo-4,14,19-trimethoxy-16,16-dioxo-9-oxa-16λ6-thia-5,17,20-triazatetracyclo[16.3.1.111,15.02,7]tricosa-1(21),2(7),3,5,11,13,15(23),18(22),19-nonaen-10-one BrC=1C=C2C(OCC=3C=NC(=CC3C3=CN=C(C(NS(C(C1OC)=C2)(=O)=O)=C3)OC)OC)=O